5-Chloro-3-methoxy-2-(4,4,5,5-tetramethyl-1,3,2-dioxaborolan-2-yl)benzonitrile ClC=1C=C(C(=C(C#N)C1)B1OC(C(O1)(C)C)(C)C)OC